((2R,3S,4R,5S)-5-(2,4-dioxo-1-(piperidin-4-yl)-1,2,3,4-tetrahydropyrimidin-5-yl)-3,4-dihydroxytetrahydrofuran-2-yl)methyl-tetraphosphoric acid O=C1N(C=C(C(N1)=O)[C@H]1[C@@H]([C@@H]([C@H](O1)COP(=O)(O)OP(=O)(O)OP(=O)(O)OP(=O)(O)O)O)O)C1CCNCC1